1-Spiro[3.3]hept-2-yl-3-[2-((S)-2,2,2-trifluoro-1-methoxymethyl-ethoxy)-pyridin-4-ylmethyl]-urea C1C(CC12CCC2)NC(=O)NCC2=CC(=NC=C2)O[C@H](C(F)(F)F)COC